[N+](=O)([O-])C=1C=CC(=C(NC(C)=O)C1)OCCC 5'-nitro-2'-propoxyacetanilide